(1-((2,6-dimethylphenyl)amino)-1-oxobutan-2-yl)triethylphosphonium carbonate C([O-])([O-])=O.CC1=C(C(=CC=C1)C)NC(C(CC)[P+](CC)(CC)CC)=O.CC1=C(C(=CC=C1)C)NC(C(CC)[P+](CC)(CC)CC)=O